5-[4-(1,6-diazaspiro[3.3]heptan-1-ylmethyl)-1-piperidyl]-2-(2,6-dioxo-3-piperidyl)isoindoline-1,3-dione N1(CCC12CNC2)CC2CCN(CC2)C=2C=C1C(N(C(C1=CC2)=O)C2C(NC(CC2)=O)=O)=O